O(F)F.[NH4+].[Ta+5] tantalum ammonium oxygen fluoride